FC1=C(C=CC=C1)S(=O)(=O)C([2H])([2H])[2H] 1-fluoro-2-((methyl-d3)sulfonyl)benzene